[N+](=[N-])=CC(CC[C@@H](C(=O)OC(C)C)NC([C@H](CC1=CC=CC=C1)OC)=O)=O isopropyl (S)-6-diazo-2-((S)-2-methoxy-3-phenylpropanamido)-5-oxohexanoate